7-(imidazo[1,2-b]pyridazin-3-ylamino)-3-methoxy-N-(4-((4-methylpiperazin-1-yl)methyl)-3-(trifluoromethyl)phenyl)-2-naphthamide N=1C=C(N2N=CC=CC21)NC2=CC=C1C=C(C(=CC1=C2)C(=O)NC2=CC(=C(C=C2)CN2CCN(CC2)C)C(F)(F)F)OC